C(C)(C)(C)OC(NC1=CC(=CC=C1)CN1N=CC2=C(C1=O)N(C1=C2CCNC1)C)=O (3-((5-methyl-4-oxo-4,5,6,7,8,9-hexahydro-3H-pyrido[4',3':4,5]pyrrolo[2,3-d]pyridazin-3-yl)methyl)phenyl)carbamic acid tert-butyl ester